FC1CC(NC1)C(=O)NC1=C(C(=CC=C1)OC(F)(F)F)F 4-fluoro-N-(2-fluoro-3-(trifluoromethoxy)phenyl)pyrrolidine-2-carboxamide